5-Fluoro-4-(2-methyl-2,8-diazaspiro[4.5]decan-8-yl)-2-(pyridin-4-yl)pyrido[3,4-d]pyrimidine FC1=CN=CC=2N=C(N=C(C21)N2CCC1(CCN(C1)C)CC2)C2=CC=NC=C2